C(C)(=O)[O-].C(C)(=O)[O-].[K+].[K+].[K+].CNCC(=O)O methyl-glycine tripotassium diacetate